(S)-6-ethyl-N-((S)-1-(5-(2-methoxy-1,7-naphthyridin-3-yl)oxazol-2-yl)-7-oxononyl)-6-azaspiro[2.5]octane-1-carboxamide C(C)N1CCC2(C[C@@H]2C(=O)N[C@@H](CCCCCC(CC)=O)C=2OC(=CN2)C=2C(=NC3=CN=CC=C3C2)OC)CC1